C(C1=CC=CC=C1)OC(NC1=C(C=CC(=C1)C=O)F)=O (2-FLUORO-5-FORMYL-PHENYL)-CARBAMIC ACID BENZYL ESTER